Methyl (3S)-3-[[[(5R)-3-(3,5-difluorophenyl)-5-methyl-4H-1,2-oxazol-5-yl]carbonyl]amino]-cyclopentene-1-carboxylate FC=1C=C(C=C(C1)F)C1=NO[C@@](C1)(C)C(=O)N[C@@H]1C=C(CC1)C(=O)OC